3-(4-((2-iodo-1-(2,2,2-trifluoroethyl)-1H-indol-4-yl)amino)piperidin-1-yl)propane-1,2-diyl dipropionate C(CC)(=O)OCC(CN1CCC(CC1)NC1=C2C=C(N(C2=CC=C1)CC(F)(F)F)I)OC(CC)=O